5-[2-[[7-(5-methyl-1,2,4-oxadiazol-3-yl)-1-isoquinolinyl]amino]ethyl]-6,7-dihydro-4H-pyrazolo[1,5-a]pyrazine-2-carboxylic acid ethyl ester C(C)OC(=O)C1=NN2C(CN(CC2)CCNC2=NC=CC3=CC=C(C=C23)C2=NOC(=N2)C)=C1